C(C)(=O)OC1=C(C2=C(C(=C(O2)C(C)Br)C(=O)C2=CC(=C(C(=C2)Br)OC(C)=O)Br)C(=C1[2H])[2H])[2H] acetic acid 4-(6-acetoxy-2-(1-bromoethyl) benzofuran-3-carbonyl-4,5,7-d3)-2,6-dibromophenyl ester